CC1=C(C=CC(=C1)C1=CC(=NC=C1)NC(=O)[C@H]1[C@@H](C1)C)CNC(OC(C)(C)C)=O tert-butyl N-[[2-methyl-4-[2-[[(1R,2R)-2-methylcyclopropanecarbonyl]amino]-4-pyridyl]phenyl]methyl]carbamate